FC1=C(C=C(C=C1)F)C1=NC2=C(N1)C=CC(=C2)N 2-(2,5-difluorophenyl)-1H-benzo[d]imidazol-5-amine